C1(CCCCC1)[SiH](O[Si](O[Si](C)(C)C)(C)C)O[Si](C)(C)O[Si](C)(C)C cyclohexyl-bis[(trimethylsiloxy)dimethylsiloxy]silane